C1(CC1)CNC1=C(C=C(C=C1)S(=O)(=O)C)C1=CN(C(C2=CC(=CC=C12)F)=O)C 4-[2-(cyclopropylmethylamino)-5-methylsulfonylphenyl]-7-fluoro-2-methylisoquinolin-1-one